tert-Butyl (R)-2-methyl-4-(1-tosyl-1H-pyrazolo[3,4-d]pyrimidin-4-yl)piperazine-1-carboxylate C[C@H]1N(CCN(C1)C1=C2C(=NC=N1)N(N=C2)S(=O)(=O)C2=CC=C(C)C=C2)C(=O)OC(C)(C)C